11,15-dioxa-16-azatetracyclo[8.7.0.02,7.013,17]heptadeca-1(10),2,4,6,8-pentaene C1=2C3=CC=CC=C3C=CC2OCC2CONC21